1-(benzyloxy)-2-bromo-4-nitrobenzene C(C1=CC=CC=C1)OC1=C(C=C(C=C1)[N+](=O)[O-])Br